C(C)OC1=CC(=NC=C1C#N)CN1C(C2=CC(=CC(=C2CC1)B1OC(C(O1)(C)C)(C)C)CN1C(=NC=C1)C)=O 4-ethoxy-6-((7-((2-methyl-1H-imidazol-1-yl)methyl)-1-oxo-5-(4,4,5,5-tetramethyl-1,3,2-dioxaborolan-2-yl)-3,4-dihydroisoquinolin-2(1H)-yl)methyl)nicotinonitrile